tantalum-niobium ammonia N.[Nb].[Ta]